4,5,6,7-tetrachloroisobenzofuran-1,3-dione ClC1=C2C(OC(C2=C(C(=C1Cl)Cl)Cl)=O)=O